3,3-dimethylcyclohexane-1-one CC1(CC(CCC1)=O)C